(R)-4-(2-(Methoxymethoxy)-4-(2H-1,2,3-triazol-2-yl)phenyl)-N-(1-methylpiperidin-3-yl)phthalazin-1-amine COCOC1=C(C=CC(=C1)N1N=CC=N1)C1=NN=C(C2=CC=CC=C12)N[C@H]1CN(CCC1)C